C1CC12CN(C2)C2=CC=CC(=N2)CC 6-{5-Azaspiro[2.3]hexan-5-yl}-2-ethylpyridin